CC1=C(C#[N+][O-])C(=CC(=C1OCC1OC(OC1)=O)C)C 2,4,6-trimethyl-3-((2-oxo-1,3-dioxolan-4-yl)methoxy)benzonitrile oxide